5-(aminomethyl)pyrimidin-2-amine NCC=1C=NC(=NC1)N